C(C=C)(=O)OC1=C(C=C(C=C1C(C)(C)CC)C(C)(C)CC)C(C)C1=C(C(=CC(=C1)C(C)(C)CC)C(C)(C)CC)O 2-[1-(2-hydroxy-3,5-ditert-pentylphenyl)-ethyl]-4,6-ditert-pentylphenyl acrylate